C(C)(C)(C)OC(=O)N[C@H](C(=O)O)C[Se]C (R)-2-((tert-Butoxycarbonyl)amino)-3-(methylseleno)propanoic acid